2-chloro-6-(1,1-difluoroethyl)-3-[4-fluoro-4-(4-methyl-4H-1,2,4-triazol-3-yl)piperidin-1-yl]pyridine-4-carbonitrile ClC1=NC(=CC(=C1N1CCC(CC1)(C1=NN=CN1C)F)C#N)C(C)(F)F